Br.BrCC(=O)C1=NC=C(C=C1)OC 2-bromo-1-(5-methoxy-pyridin-2-yl)ethanone hydrobromide